methyl 2-(difluoromethyl)-4-(3-fluoro-2-(1-fluoroethyl)phenyl)-5-oxo-1,4,5,7-tetrahydrofuro[3,4-b]pyridine-3-carboxylate FC(C1=C(C(C2=C(N1)COC2=O)C2=C(C(=CC=C2)F)C(C)F)C(=O)OC)F